methyl 2-chloro-5-vinylbenzoate ClC1=C(C(=O)OC)C=C(C=C1)C=C